N(=NC(C(=O)NC(CO)(CO)CO)(C)C)C(C(=O)NC(CO)(CO)CO)(C)C azobis[2-methyl-N-(1,1-dimethylol-2-hydroxyethyl)propionamide]